ortho-vinyl-pyridine C(=C)C1=NC=CC=C1